C(C)(C)(C)OC(N([C@@H]1COCC1)CC1=NC=CC(=C1)Br)=O (S)-(4-bromopyridin-2-yl)methyl-(tetrahydrofuran-3-yl)carbamic acid tert-butyl ester